4-(5-(3,5-dichloro-4-(trifluoromethyl)phenyl)-5-(trifluoromethyl)-4,5-dihydro-isoxazol-3-yl)-2-methylbenzoic acid ClC=1C=C(C=C(C1C(F)(F)F)Cl)C1(CC(=NO1)C1=CC(=C(C(=O)O)C=C1)C)C(F)(F)F